(S)-N-(2-methoxy-1-phenylethyl)-2-(1-methylpiperidin-4-yl)benzo[d]thiazole-6-carboxamide COC[C@H](C1=CC=CC=C1)NC(=O)C1=CC2=C(N=C(S2)C2CCN(CC2)C)C=C1